(4-(Ethylsulfonyl)benzyl)-1-(4-isopropoxybenzyl)-1H-indole-5-carboxamide C(C)S(=O)(=O)C1=CC=C(CC=2N(C3=CC=C(C=C3C2)C(=O)N)CC2=CC=C(C=C2)OC(C)C)C=C1